OC1=C(C2=CC=CC=C2C=C1)C=1C=C2C=3C=CC=CC3CC2=CC1 6-(hydroxynaphthyl)fluorene